NC1(CNCC1)CF 3-amino-3-(fluoromethyl)pyrrolidine